8-(4-((5-Isopropoxypyridin-2-yl)oxy)piperidin-1-yl)-5-methyl-6-oxo-5,6-dihydro-1,5-naphthyridin-2-carbonitril C(C)(C)OC=1C=CC(=NC1)OC1CCN(CC1)C1=CC(N(C=2C=CC(=NC12)C#N)C)=O